2,3,5,6-tetrafluoro-4-trifluoromethylbenzoyl fluoride FC1=C(C(=O)F)C(=C(C(=C1F)C(F)(F)F)F)F